C1(CC1)C(\C=C\OC)C1CC1 [(E)-1-Cyclopropyl-3-methoxy-allyl]cyclopropane